FC1=NC(=CC=C1N1C(=NC2=C(C1=O)SC=N2)SCC2=C(C=C(C=C2F)F)F)OC 6-(2-Fluoro-6-methoxypyridin-3-yl)-5-((2,4,6-trifluorobenzyl)thio)thiazolo[4,5-d]pyrimidin-7(6H)-one